1,4-phenylene oxide C12=CC=C(C=C1)O2